C1(=CC=CC=C1)OC[C@H]1CO1 (R)-phenylglycidyl ether